N1-(3-((4-((4-chlorophenyl)(phenyl)methyl)piperazin-1-yl)methyl)-4-(trifluoromethyl)phenyl)-N1,N2,N2-trimethyl-ethan-1,2-diamine ClC1=CC=C(C=C1)C(N1CCN(CC1)CC=1C=C(C=CC1C(F)(F)F)N(CCN(C)C)C)C1=CC=CC=C1